O=C1NC(C(N1)(C=1C=C2CC(NC2=CC1)=O)CCC(=O)O)=O 3-[2,5-Dioxo-4-(2-oxo-2,3-dihydro-1H-indol-5-yl)-imidazolidin-4-yl]-propionic acid